5-isopropyl-2,3-dihydro-1H-inden-1-one C(C)(C)C=1C=C2CCC(C2=CC1)=O